N1N=CC(=C1)OC(CC)=O pyrazol-4-ylpropanoate